(Z)-1-(3-(3-(2,6-difluorophenyl)-4-oxo-3,4-dihydrophthalazin-1-yl)phenyl)-N-methylmethanimine oxide FC1=C(C(=CC=C1)F)N1N=C(C2=CC=CC=C2C1=O)C=1C=C(C=CC1)\C=[N+](\C)/[O-]